Cl.N1[C@@H](CCC1)C(=O)N1CCN(CC1)C(=O)NC1=NC(N(C=C1)C1=CC=C(C=C1)CCN1CCC(CCC1)N)=O 4-(L-Prolyl)-N-(1-(4-(2-(4-aminoazepan-1-yl)ethyl)phenyl)-2-oxo-1,2-dihydropyrimidin-4-yl)piperazine-1-carboxamide hydrochloride salt